(2S)-2-[tert-Butoxycarbonyl-(methyl)amino]propionic acid C(C)(C)(C)OC(=O)N([C@H](C(=O)O)C)C